1,3-dioxolane-4-ol O1COC(C1)O